[Cl-].C[NH+](CCC[Si](OC)(OC)OC)CCCCCCCCCCCCCCCCCC methyl-octadecyl-[3-(trimethoxysilyl)propyl]ammonium chloride